methyl Z-prolinate N1[C@@H](CCC1)C(=O)OC